2-methoxy-6-(methyl)-9H-carbazole COC1=CC=2NC3=CC=C(C=C3C2C=C1)C